NC=1C=NC=CC1C1=NC(=C(C=C1)NC(=O)C=1C(=NOC1C)C1=CC=CC=C1)OC (3'-amino-6-methoxy-[2,4'-bipyridyl]-5-yl)-5-methyl-3-phenylisoxazole-4-carboxamide